tert-Butyl (3-oxo-3-((2,2,2-trifluoroethyl)amino)propyl)carbamate O=C(CCNC(OC(C)(C)C)=O)NCC(F)(F)F